bis(tri(t-butyl)phosphine) palladium (0) [Pd].C(C)(C)(C)P(C(C)(C)C)C(C)(C)C.C(C)(C)(C)P(C(C)(C)C)C(C)(C)C